5-(nonanoyloxy)-2-(phosphonomethyl)pentanoic acid C(CCCCCCCC)(=O)OCCCC(C(=O)O)CP(=O)(O)O